C(C)(C)N(C(C)C)C1=C(C(=O)C2=CC=CC=C2)C=CC=C1 diisopropylaminobenzophenone